FC1=C(CNC(=O)C=2C(C(=C3N([C@@H]4[C@](CCCN(C3=O)C4)(C)F)C2)O)=O)C=CC(=C1)F (6R,7S)-N-(2,4-difluorobenzyl)-6-fluoro-12-hydroxy-6-methyl-1,11-dioxo-1,4,5,6,7,11-hexahydro-3H-2,7-methanopyrido[1,2-a][1,4]diazonine-10-carboxamide